2,4-bis(4-bromophenyl)-6-(4-chlorophenyl)-1,3,5-triazine BrC1=CC=C(C=C1)C1=NC(=NC(=N1)C1=CC=C(C=C1)Br)C1=CC=C(C=C1)Cl